CC=CCCC Hexane-2-ene